3-(hydroxymethyl)-5-oxopiperazine-1-carboxylate OCC1CN(CC(N1)=O)C(=O)[O-]